C[C@@H]1N(CC1)CC1=CC=2C=NC(=CC2N1COCC[Si](C)(C)C)N=C(C1=CC=CC=C1)C1=CC=CC=C1 N-(2-[[(2S)-2-methylazetidin-1-yl]methyl]-1-[[2-(trimethylsilyl)ethoxy]methyl]pyrrolo[3,2-c]pyridin-6-yl)-1,1-diphenylmethanimine